[O-]S(=O)(=O)C(F)(F)F.C1(=CC=CC=C1)[P+](C1=C(C=NC=C1)C1=CC=CC=C1)(C1=CC=CC=C1)C1=CC=CC=C1 triphenyl-(3-phenylpyridin-4-yl)phosphonium triflate